C(=O)(C(C(C(C(C(C(C(F)(F)F)(F)F)(F)F)(F)F)(F)F)(F)F)(F)F)O n-perfluorooctanoic acid